C(#N)C=1C=CC(=NC1)C1=CC=C(CN2N=NC(=C2)C2=CC=C(C=C2)C=2N=C3N(C=CC=C3)C2NC2=CC=C(C(=O)O)C=C2)C=C1 4-((2-(4-(1-(4-(5-Cyanopyridin-2-yl)benzyl)-1H-1,2,3-triazol-4-yl)phenyl)imidazo[1,2-a]pyridin-3-yl)amino)benzoic acid